3-(2-fluorophenyl)-5-methyl-2-(3-(1,2,3,6-tetrahydropyridin-4-yl)benzyl)-2,4,5,6-tetrahydropyrrolo[3,4-C]pyrazole FC1=C(C=CC=C1)C1=C2C(=NN1CC1=CC(=CC=C1)C=1CCNCC1)CN(C2)C